(2-((tert-Butoxycarbonyl)amino)-5-(trifluoromethyl)thiazol-4-yl)-2-oxoacetic acid C(C)(C)(C)OC(=O)NC=1SC(=C(N1)C(C(=O)O)=O)C(F)(F)F